C(C)(C)(C)OC([C@@H](COC1=CC=C(C=C1)C=1N=CN(C1)CCCNC(=O)OC(C)(C)C)O)=O (R)-3-(4-(1-(3-((tert-Butoxycarbonyl)amino)propyl)-1H-imidazol-4-yl)phenoxy)-2-hydroxypropionic acid tert-butyl ester